N1=CC=CC2=CC=CC(=C12)NC(C1=CC=CC=C1)=O N-(quinolin-8-yl)benzamide